3-(dimethylamino)propyl-magnesium chloride CN(CCC[Mg]Cl)C